(1-(3-(7-chloro-2-methylbenzo[d]Thiazol-6-yl)-4-cyano-1H-pyrazolo[3,4-d]pyrimidin-6-yl)-4-(2-fluorophenyl)piperidin-4-yl)carbamic acid tertButyl ester C(C)(C)(C)OC(NC1(CCN(CC1)C1=NC(=C2C(=N1)NN=C2C2=C(C1=C(N=C(S1)C)C=C2)Cl)C#N)C2=C(C=CC=C2)F)=O